The molecule is a tetracyclic diterpenoid isolated from the leaves of a Chinese medicinal herb Isodon eriocalyx and has been shown to exhibit cytotoxicity towards human tumour cells. It has a role as a metabolite and an antineoplastic agent. It is a tetracyclic diterpenoid, an acetate ester, an aldehyde, a delta-lactone and a bridged compound. CC(=O)O[C@@H]1C[C@H](C[C@]23[C@@H]1[C@@]4(CCCC([C@H]4[C@@H]2O)(C)C)COC3=O)C(=C)C=O